C1(=CCCC=C1)C=1OC2=CC(=CC(=C2C(C1)=C)C)O 2-Cyclohexa-1,5-dien-1-yl-5-methyl-4-methylidenechromen-7-ol